(2S)-3-(3-fluoro-4-hydroxy-phenyl)-2-[4-[[[5-(2-pyridyl)-2-thienyl]sulfonylamino]methyl]triazol-1-yl]propanehydroxamic acid FC=1C=C(C=CC1O)C[C@@H](C(=O)NO)N1N=NC(=C1)CNS(=O)(=O)C=1SC(=CC1)C1=NC=CC=C1